4-(difluoromethyl)-N-((1r,4r)-4-hydroxycyclohexyl)-6-(1H-imidazol-1-yl)pyrimidine-2-carboxamide FC(C1=NC(=NC(=C1)N1C=NC=C1)C(=O)NC1CCC(CC1)O)F